C(C=C)(=O)N1C[C@@H]([C@@](C1)(C)C#N)NC=1N=C2C(=NC1)NC=C2C(=O)NCC 2-{[(3R,4S)-1-acryloyl-4-cyano-4-methylpyrrolidin-3-yl]amino}-N-ethyl-5H-pyrrolo[2,3-b]pyrazine-7-carboxamide